FC(CS(=O)(=O)Cl)(F)F 2,2,2-trifluoro-ethane-1-sulfonyl chloride